C(CC)[SiH2]OCCCCCOC propyl-methoxypentoxysilane